[O-]CCC.[Rb+] rubidium n-propoxide